5-hydroxy-4-oxo-chromene-2-carboxamide OC1=C2C(C=C(OC2=CC=C1)C(=O)N)=O